FC=1C=C(C=CC1)C(N1C[C@@H](N(C[C@H]1C)C1=CC(N(C=2C=CC(=NC12)C#N)C)=O)C)C1=NC=C(C=C1)C 8-[(2S,5R)-4-[(3-fluorophenyl)(5-methylpyridin-2-yl)methyl]-2,5-dimethylpiperazin-1-yl]-5-methyl-6-oxo-5,6-dihydro-1,5-naphthyridine-2-carbonitrile